(2S,3S)-tert-butyl 2-(benzyloxycarbonylamino)-3-(((2S,3S)-2-(tert-butoxycarbonylamino)-3-methylpentanamido)methyl)-6-(4,4,5,5-tetramethyl-1,3,2-dioxaborolan-2-yl)hexanoate C(C1=CC=CC=C1)OC(=O)N[C@H](C(=O)OC(C)(C)C)[C@@H](CCCB1OC(C(O1)(C)C)(C)C)CNC([C@H]([C@H](CC)C)NC(=O)OC(C)(C)C)=O